ClC1=CC=[N+](C=2C3CCC(C12)O3)[O-] 4-chloro-5,6,7,8-tetrahydro-5,8-epoxyquinoline 1-oxide